pyrido[3,4-e]pyrimidin-5(1H)-one N1C=NC=C2C1=CC=NC2=O